C[C@@H]1O[C@@H](CN(C1)N1C(=NC2=CC=CC=C2C1=O)C)C ((2S,6R)-2,6-dimethylmorpholino)-2-methylquinazolin-4(3H)-one